3-(2-methylenenaphthyl)pyrrolidine-2,5-dione C=C1C(C2=CC=CC=C2C=C1)C1C(NC(C1)=O)=O